4-(4-(trifluoromethyl)phenoxy)aniline tert-butyl-((1r,3r)-3-(4-(2-(4-((6-(hydrazinecarbonyl)pyridin-2-yl)methoxy)phenyl)propan-2-yl)phenoxy)cyclobutyl)carbamate C(C)(C)(C)N(C(O)=O)C1CC(C1)OC1=CC=C(C=C1)C(C)(C)C1=CC=C(C=C1)OCC1=NC(=CC=C1)C(=O)NN.FC(C1=CC=C(OC2=CC=C(N)C=C2)C=C1)(F)F